benzylene-2-naphthylamine C(C1=CC=CC=C1)=NC1=CC2=CC=CC=C2C=C1